methyl 2-chloro-7-fluoroquinoline-3-carboxylate ClC1=NC2=CC(=CC=C2C=C1C(=O)OC)F